FC=1C=C(C=C(C1)F)[C@H]1N(OCC1)C(=O)[C@@H]1CC[C@H](CC1)CC=1C(=C(C=NC1)C#N)C trans-5-[[4-[(3S)-3-(3,5-difluorophenyl)isoxazolidine-2-carbonyl]cyclohexyl]methyl]-4-methyl-pyridine-3-carbonitrile